FC=1C=C(C=CC1)CN1C(CCC1=O)CC(=O)N(S(=O)(=O)C)C 2-[1-[(3-fluorophenyl)methyl]-5-oxopyrrolidin-2-yl]-N-methyl-N-methylsulfonylacetamide